BrC1=NC=C(N=C1)C(F)(F)F 2-bromo-5-(trifluoromethyl)pyrazine